2,2,2-trifluoroethyl 2-[2-methylbutyl(2-pyridylmethyl)amino]-2-oxo-acetate CC(CN(C(C(=O)OCC(F)(F)F)=O)CC1=NC=CC=C1)CC